tert-butyl (E)-4-(N,N'-bis(tert-butoxycarbonyl)-1H-pyrazole-1-carboximidamido)butanoate C(C)(C)(C)OC(=O)N(\C(=N/C(=O)OC(C)(C)C)\N1N=CC=C1)CCCC(=O)OC(C)(C)C